O1C(OCC1)C1CCN(CC1)C1=CC=C(C(=O)NC2CCC(CC2)OC2=C3C=CC=NC3=C(C=C2)C#N)C=C1 4-(4-(1,3-dioxolan-2-yl)piperidin-1-yl)-N-((1r,4r)-4-((8-cyanoquinolin-5-yl)oxy)cyclohexyl)benzamide